(S)-3-fluoro-4-methylpent-3-en-2-amine hydrochloric acid salt Cl.FC([C@H](C)N)=C(C)C